3-chloro-2,4-difluoroaniline ClC=1C(=C(N)C=CC1F)F